(E)-1-(2-(tert-butoxycarbonyl)aminomethyl-3-fluoroallyl)-N-tert-butyl-1H-pyrrole-3-carboxamide C(C)(C)(C)OC(=O)NC/C(/CN1C=C(C=C1)C(=O)NC(C)(C)C)=C\F